C(C)(=O)OC1=C(C=C(C=C1C(=O)OC)OC(C)=O)CS(=O)(=O)CC=1C(=C(C(=O)OC)C=C(C1)OC(C)=O)OC(C)=O methyl 3-((2,5-diacetoxy-3-methoxycarbonylphenyl) methylsulfonylmethyl)-2,5-diacetoxybenzoate